O=C1CC(NCC1)C(=O)O 4-OXOPIPERIDINE-2-CARBOXYLIC ACID